ClC1=CNC(C(=N1)C(=O)N)=O 6-chloro-3,4-dihydro-3-oxo-2-pyrazinecarboxamide